C(C)[C@]1(C(OCC=2C(N3CC=4C(=NC=5C=C(C(=C(C5C4)CCCCO)C)F)C3=CC21)=O)=O)O (S)-4-ethyl-8-fluoro-4-hydroxy-10-(4-hydroxybutyl)-9-methyl-1H-pyrano[3',4':6,7]indolizino[1,2-b]quinoline-3,14(4H,12H)-dione